[trans-4-[(3S)-3-(2-methylthiazol-4-yl)isoxazolidine-2-carbonyl]cyclohexyl]methyl-4-nitrobenzenesulfonate CC=1SC=C(N1)[C@H]1N(OCC1)C(=O)[C@@H]1CC[C@H](CC1)COS(=O)(=O)C1=CC=C(C=C1)[N+](=O)[O-]